[Pt+2].N(=O)[O-].N(=O)[O-] nitrite platinum